OC[C@H]1N(CCC1)CC1=CC=C(C=C1)C1=CC=C(C=C1)CN1C=CC2=CC(=CC=C12)N1N=C(C=C1C)C(=O)N (S)-1-(1-((4'-((2-(Hydroxymethyl)pyrrolidin-1-yl)methyl)-[1,1'-biphenyl]-4-yl)methyl)-1H-indol-5-yl)-5-methyl-1H-pyrazol-3-carboxamid